tert-butyl N-[6-chloro-5-[[3-methyl-5-(2-phenylethynyl)-2-pyridyl]carbamoyl]-3-pyridyl]carbamate ClC1=C(C=C(C=N1)NC(OC(C)(C)C)=O)C(NC1=NC=C(C=C1C)C#CC1=CC=CC=C1)=O